5-(2-((4-((2-(dimethylamino)ethyl)(methyl)amino)-2-methoxy-5-nitrophenyl)amino)-5-(isoPropoxycarbonyl)pyrimidin-4-yl)-2-(methylamino)nicotinic acid CN(CCN(C1=CC(=C(C=C1[N+](=O)[O-])NC1=NC=C(C(=N1)C=1C=NC(=C(C(=O)O)C1)NC)C(=O)OC(C)C)OC)C)C